CN1CCC(CC1)N1C(N(CC2=C(C1)C=CC=C2)CC2=CC=C(C=C2)OCC(C)C)=O 2-(1-methylpiperidin-4-yl)-4-[[4-(2-methylpropoxy)phenyl]methyl]-1,5-dihydro-2,4-benzodiazepine-3-one